N-(2-((2-fluoro-4-(trimethylsilyl)phenyl)amino)-1-(4-methoxyphenyl)-2-oxoethyl)-3-hydroxy-N-methyl-1,2-oxazole-5-carboxamide FC1=C(C=CC(=C1)[Si](C)(C)C)NC(C(C1=CC=C(C=C1)OC)N(C(=O)C1=CC(=NO1)O)C)=O